CC=1[C@H](C[C@@H](CC1)C(C)C)S(=O)(=O)[O-].[Na+].FC(S(=O)(=O)C=1C=C(C=CC1)S(=O)(=O)N)(F)F 3-((trifluoromethyl)sulfonyl)benzenesulfonamide sodium (1S,5R)-2-methyl-5-(propan-2-yl)cyclohex-2-ene-1-sulfonate